O=C1N(C(C2=CC=CC=C12)=O)C1COC(OC1)CCCC=1C(=NN(C1C(=O)N)[C@@H](C)C1=CC=CC=C1)C(=O)NC (3-((2r,5S)-5-(1,3-dioxoisoindolin-2-yl)-1,3-dioxan-2-yl)propyl)-N3-methyl-1-((S)-1-phenylethyl)-1H-pyrazole-3,5-dicarboxamide